(20S)-20-hydroxymethyl-pregn-4,6-dien-3-one OC[C@@H](C)[C@H]1CC[C@H]2[C@@H]3C=CC4=CC(CC[C@]4(C)[C@H]3CC[C@]12C)=O